ClC1=C(C(=CC(=C1)C#N)F)NC=1N(C2=NC(=NC=C2N1)N[C@H]1CN(CCC1)S(=O)(=O)C1=CC=C(C)C=C1)C1CCC(CC1)C(=O)N (1S,4s)-4-(8-(2-chloro-4-cyano-6-fluorophenylamino)-2-((R)-1-tosylpiperidin-3-ylamino)-9H-purin-9-yl)cyclohexanecarboxamide